C(CCC)N(P(C1=C(C=CC=C1)OC(F)(F)F)C1=CC(=CC=C1)[Si](CCCC)(CCCC)CCCC)P(C1=C(C=CC=C1)OC(F)(F)F)C1=CC(=CC=C1)[Si](CCCC)(CCCC)CCCC N-butyl-1-(3-(tributylsilyl)phenyl)-N-((3-(tributylsilyl)phenyl)(2-(trifluoromethoxy)phenyl)phosphaneyl)-1-(2-(trifluoromethoxy)phenyl)phosphanamine